bisoctyl-diphenylamine C(CCCCCCC)C=1C(=C(C=CC1)NC1=CC=CC=C1)CCCCCCCC